6-(3-(4,4-difluoro-4-(6-methoxypyridin-2-yl)butanoyl)-3,8-diazabicyclo[3.2.1]octan-8-yl)nicotinonitrile FC(CCC(=O)N1CC2CCC(C1)N2C2=NC=C(C#N)C=C2)(C2=NC(=CC=C2)OC)F